tert-Butyl 2-(3-(2-ethoxy-2-oxoethyl)phenyl)-7-hydroxy-2,6,6-trimethylheptanoate C(C)OC(CC=1C=C(C=CC1)C(C(=O)OC(C)(C)C)(CCCC(CO)(C)C)C)=O